C(C)(C)(C)[Si](C)(C)OC(CC=C)C1=NC=CC=C1Cl tert-butyl-[1-(3-chloro-2-pyridinyl)but-3-enyloxy]-dimethyl-silane